(S)-2-(2,3,9-trimethyl-4-(4-(3-(piperazin-1-yl)prop-1-yn-1-yl)phenyl)-6H-thieno[3,2-f][1,2,4]triazolo[4,3-a][1,4]diazepin-6-yl)acetic acid CC1=C(C=2C(=N[C@H](C=3N(C2S1)C(=NN3)C)CC(=O)O)C3=CC=C(C=C3)C#CCN3CCNCC3)C